6-(4-methyl-6-oxo-1,4,5,6-tetrahydropyridazin-3-yl)-3,4-dihydroquinolin-2(1H)-one CC1C(=NNC(C1)=O)C=1C=C2CCC(NC2=CC1)=O